ClC1=C(C(=C(C=C1OC)OC)Cl)N1C(N(C2=C(C1)C=NC(=N2)NC2=C(C=CC=C2C)NC(C=C)=O)C=2C=NN(C2)C)=S N-(2-((6-(2,6-dichloro-3,5-dimethoxyphenyl)-8-(1-methyl-1H-pyrazol-4-yl)-7-thioxo-5,6,7,8-tetrahydropyrimido[4,5-d]pyrimidin-2-yl)amino)-3-methylphenyl)acrylamide